((R)-3-(4-Fluorophenyl)pyrrolidin-1-yl)(4-((R)-2-hydroxy-3-(1H-tetrazol-1-yl)propoxy)phenyl)methanon FC1=CC=C(C=C1)[C@@H]1CN(CC1)C(=O)C1=CC=C(C=C1)OC[C@@H](CN1N=NN=C1)O